C1(=CC=C(C=C1)C(C)N1N=C2C(=N1)C=CC=C2)C2=CC=CC=C2 2-(1-([1,1'-biphenyl]-4-yl)ethyl)-2H-benzo[d][1,2,3]triazole